[Si](C)(C)(C(C)(C)C)OCCN1C(C(=CC2=C1N=C(N=C2)NC2=CC=C(C=C2)OCCN(C)C)N2CCN(C1=C(C=CC=C21)C)C(=O)OC(C)(C)C)=O tert-butyl 4-[8-[2-[tert-butyl(dimethyl)silyl]oxyethyl]-2-[4-[2-(dimethylamino)ethoxy]anilino]-7-oxo-pyrido[2,3-d]pyrimidin-6-yl]-8-methyl-2,3-dihydroquinoxaline-1-carboxylate